C(C)(C)(C)OC(=O)N1C(CNCC1)C1=CC(=C(C=C1)C#N)F (4-cyano-3-fluorophenyl)piperazine-1-carboxylic acid tert-butyl ester